4-cyclopropyl-6-(2-methoxyethoxy)-5-(4,4,5,5-tetramethyl-1,3,2-dioxaborolan-2-yl)pyrimidine C1(CC1)C1=NC=NC(=C1B1OC(C(O1)(C)C)(C)C)OCCOC